6-((1S,2S)-2-(5,6-Dihydro-4H-pyrrolo[1,2-b]pyrazol-2-yl)cyclobutyl)-4-oxo-1-((R)-1-(6-(trifluoromethyl)pyridin-3-yl)ethyl)-4,5-dihydro-1H-pyrazolo[3,4-d]pyrimidin-3-carbonitril N=1N2C(=CC1[C@@H]1[C@H](CC1)C=1NC(C3=C(N1)N(N=C3C#N)[C@H](C)C=3C=NC(=CC3)C(F)(F)F)=O)CCC2